BrC1=CC=C(C(=C1)C1=C(C=CC=C1)Cl)C(=O)N1CCC2(CN(C2)C(C=C)=O)CC1 1-(7-(5-bromo-2'-chloro-[1,1'-biphenyl]-2-carbonyl)-2,7-diazaspiro[3.5]nonan-2-yl)prop-2-en-1-one